FC1=C(C=CC(=C1)I)NC=1C=[N+](C=CC1C(=O)N1CC(C1)(O)[C@H]1N(CCCC1)C(=O)OC(C)(C)C)[O-] 1,1-dimethylethyl (2S)-2-[1-({3-[(2-fluoro-4-iodophenyl)amino]-1-oxidopyridin-4-yl}carbonyl)-3-hydroxyazetidin-3-yl]piperidine-1-carboxylate